tert-butyl 4-(2-formylquinoline-6-carbonyl)piperazine-1-carboxylate C(=O)C1=NC2=CC=C(C=C2C=C1)C(=O)N1CCN(CC1)C(=O)OC(C)(C)C